C(\C=C\C)OC1=CC2=C(N=C(S2)Cl)C=C1 (E)-6-(but-2-en-1-yloxy)-2-chlorobenzo[d]thiazole